8-(2-Chloro-5-fluorophenyl)-2-(3-fluoro-5-(trifluoromethyl)phenyl)-7,8-dihydro-6H-thiazolo[4,5-e]isoindol-6-one ClC1=C(C=C(C=C1)F)C1NC(C2=CC=C3C(=C12)N=C(S3)C3=CC(=CC(=C3)C(F)(F)F)F)=O